sodium dodecyl-benzol C(CCCCCCCCCCC)C1=CC=CC=C1.[Na]